benzyl (2S)-2-aminohexanoate N[C@H](C(=O)OCC1=CC=CC=C1)CCCC